tertbutyl N-[(1S)-2-[2-(3-amino 3-oxo propyl) 2-(2-chloroacetyl)hydrazino]-1-(cyclohexylmethyl)-2-oxo-ethyl]carbamate NC(CCN(NC([C@H](CC1CCCCC1)NC(OC(C)(C)C)=O)=O)C(CCl)=O)=O